ClC=1N=C2N(N=C(C=C2[C@@H]2[C@H](C2)C2=CC=C3C4(C(N(C3=C2)CC(F)(F)F)=O)CC4)C=4C(NC(NC4)=O)=O)C1Cl 5-(2,3-dichloro-8-((1S,2S)-2-(2'-oxo-1'-(2,2,2-trifluoroethyl)spiro[cyclopropane-1,3'-indolin]-6'-yl)cyclopropyl)imidazo[1,2-b]pyridazin-6-yl)pyrimidine-2,4(1H,3H)-dione